(R)-3-((4-Hydroxy-1-(3-phenylbutanoyl)piperidin-4-yl)methyl)-6-((2-methoxyethyl)amino)pyrimidin-4(3H)-one OC1(CCN(CC1)C(C[C@@H](C)C1=CC=CC=C1)=O)CN1C=NC(=CC1=O)NCCOC